N-(4-(2H-tetrazol-5-yl)phenyl)-2-(4-(2-acetyl-5-chlorophenyl)-5-methoxy-2-oxopyridin-1(2H)-yl)-4-methoxybutyramide N=1NN=NC1C1=CC=C(C=C1)NC(C(CCOC)N1C(C=C(C(=C1)OC)C1=C(C=CC(=C1)Cl)C(C)=O)=O)=O